ethyl 2-(4'-hydroxy-[1,1'-biphenyl]-3-yl)acetate OC1=CC=C(C=C1)C1=CC(=CC=C1)CC(=O)OCC